CN1C(=NN=C1)CC1(COC1)C=1C=C(C=CC1)N1C(C2=CC(=CC(=C2C1)C(F)(F)F)C1COCCC1)=O 2-(3-(3-((4-methyl-4H-1,2,4-triazol-3-yl)methyl)oxetan-3-yl)phenyl)-6-(tetrahydro-2H-pyran-3-yl)-4-(trifluoromethyl)isoindolin-1-one